FC(C1=NN=C(O1)C=1C=CC(=NC1)CN1C(N(C(C1=O)(C)C)C1=C(C=C(C=C1)F)F)=O)F 3-((5-(5-(difluoromethyl)-1,3,4-oxadiazol-2-yl)pyridin-2-yl)methyl)-1-(2,4-difluorophenyl)-5,5-dimethylimidazolidin-2,4-dione